2-Chloro-N-[3-({[6-(methylamino)-4-(quinolin-6-ylamino)-1,3,5-triazacyclohexan-2-yl]amino}methyl)phenyl]acetamide ClCC(=O)NC1=CC(=CC=C1)CNC1NC(NC(N1)NC=1C=C2C=CC=NC2=CC1)NC